3-(2-cyclopropyl-4-iodo-1H-imidazol-1-yl)bicyclo[1.1.1]pentan-1-amine bis(2,2,2-trifluoroacetate) FC(C(=O)O)(F)F.FC(C(=O)O)(F)F.C1(CC1)C=1N(C=C(N1)I)C12CC(C1)(C2)N